CSC=1N=CC2=C(N1)NC(=C2)C(=O)N 2-(methylthio)-7H-pyrrolo[2,3-d]pyrimidine-6-carboxamide